FC=1C(=CC(=NC1)C(C)N1C(C2=CC=CC(=C2CC1)C=1C(=NN(C1)C)C(F)(F)F)=O)C 2-(1-(5-fluoro-4-methylpyridin-2-yl)ethyl)-5-(1-methyl-3-(trifluoromethyl)-1H-pyrazol-4-yl)-3,4-dihydroisoquinolin-1(2H)-one